OC[C@H](CC1=C(C=C(C=C1)O)[N+](=O)[O-])NC(OC)=O Methyl (S)-(1-hydroxy-3-(4-hydroxy-2-nitrophenyl)propan-2-yl)carbamate